[Na+].C([O-])(=O)OCC(C)(CO)C neopentyl glycol carbonate monosodium salt